C1CC12NCC[C@H](C2)C=2C=CC=1N(C(C=C(N1)C1=CC(=C3C(=N1)OC(=N3)C)C)=O)C2 |r| rac-7-(4-azaspiro[2.5]octan-7-yl)-2-(2,7-dimethyloxazolo[5,4-b]pyridin-5-yl)pyrido[1,2-a]pyrimidin-4-one